4-(3-(3-methyl-1H-indazol-5-yl)imidazo[1,2-b]pyridazin-6-yl)thiomorpholine CC1=NNC2=CC=C(C=C12)C1=CN=C2N1N=C(C=C2)N2CCSCC2